2-tert-butyl-N-[3-(trifluoromethyl)phenyl]-5-vinyl-aniline C(C)(C)(C)C1=C(NC2=CC(=CC=C2)C(F)(F)F)C=C(C=C1)C=C